C(C)OC(=O)C=1C=C(C=2N(N1)C=CC2)CC2=CC=C(C=C2)Cl 4-(4-chlorobenzyl)-pyrrolo[1,2-b]Pyridazine-2-carboxylic acid ethyl ester